trans-methyl 4-methyl-1-(picolinamido)cycloheptanecarboxylate C[C@@H]1CC[C@@](CCC1)(C(=O)OC)NC(C1=NC=CC=C1)=O